C(C(=O)[O-])(=O)OCCCCCCC(C)C Isononyl oxalate